C(C1=CC(O)=C(O)C(O)=C1)(=O)O (2R,3R)-gallic acid